CC=1C=C(C=2N(N1)C(=CC2)C(=O)OC)O methyl 2-methyl-4-oxidanyl-pyrrolo[1,2-b]pyridazine-7-carboxylate